benzyl {[(3S)-1-(2,2-dimethyl-4-oxo-5-aza-3-oxadeca-10-yl)tetrahydro-1H-pyrrol-3-yl]amino}carboxylate CC(C)(OC(NCCCCCN1C[C@H](CC1)NC(=O)OCC1=CC=CC=C1)=O)C